2-{5-[Ethyl(piperidin-4-yl)amino][1,3]thiazolo[5,4-d][1,3]thiazol-2-yl}-5-(1H-pyrazol-4-yl)pyridin-3-ol Hydrochlorid Cl.C(C)N(C=1SC2=C(N1)SC(=N2)C2=NC=C(C=C2O)C=2C=NNC2)C2CCNCC2